C(C)(C)(C)N1N=C(C(=C1NC1=NC=CC=C1)C(=O)N)C1=CC(=C(C=C1)NS(=O)(=O)CC(F)(F)F)OCC1=NC=C(C=C1)F 1-tert-butyl-3-{3-[(5-fluoropyridin-2-yl)methoxy]-4-(2,2,2-trifluoroethanesulfonamido)phenyl}-5-[(pyridin-2-yl)amino]-1H-pyrazole-4-carboxamide